N-[(2E)-3-(3,4-dimethylbenzenesulfonyl)prop-2-en-1-yl]-2-oxo-1,2,5,6,7,8-hexahydroquinoline-3-carboxamide CC=1C=C(C=CC1C)S(=O)(=O)/C=C/CNC(=O)C=1C(NC=2CCCCC2C1)=O